C1(CC1)SC=1C=C(C=CC1)N1B(C2=C(C(=N1)C)C=C(C=C2)F)O 2-[m-(Cyclopropylthio)phenyl]-6-fluoro-4-methyl-1,2-dihydro-2,3,1-benzodiazaborinin-1-ol